methyl (2S,3R,4S)-3-fluoro-4-hydroxy-1-(9-phenylfluoren-9-yl)pyrrolidine-2-carboxylate F[C@@H]1[C@@H](N(C[C@@H]1O)C1(C2=CC=CC=C2C=2C=CC=CC12)C1=CC=CC=C1)C(=O)OC